BrC=1C=C(C=CC1)C(=O)NCC(=O)NCC=1N=C2N(C=CC=C2)C1 2-[(3-bromophenyl)formamido]-N-({imidazo[1,2-a]pyridin-2-yl}methyl)acetamide